Cyclohexyl-4-[3-(5-methoxy-1,2,3,4-tetrahydronaphthalen-1-yl)propyl]piperazine C1(CCCCC1)N1CCN(CC1)CCCC1CCCC2=C(C=CC=C12)OC